ClC=1C=C2C(=CN1)N(C(=C2)C=2C(=NC=CC2CC)OC)C 3-{5-chloro-1-methylpyrrolo[2,3-c]pyridin-2-yl}-4-ethyl-2-methoxypyridine